2,4,5-trichloropyran ClC1OC=C(C(=C1)Cl)Cl